magnesium bis(2-ethylhexyl) succinate C(CCC(=O)OCC(CCCC)CC)(=O)OCC(CCCC)CC.[Mg]